6-{[(1R,3R)-3-{[(7S)-7-fluoro-5-azaspiro[3.4]octane-7-carbonyl]amino}cyclopentyl]oxy}-2'-(propan-2-yl)[1,1'-biphenyl]-3-carboxylic acid F[C@@]1(CNC2(CCC2)C1)C(=O)N[C@H]1C[C@@H](CC1)OC1=CC=C(C=C1C1=C(C=CC=C1)C(C)C)C(=O)O